manganese (II) phenol C1(=CC=CC=C1)O.[Mn+2]